Cl.C1NCCC2=CC=CC(=C12)NC=1C=C(C(=O)N)C=CC1 3-((1,2,3,4-tetrahydroisoquinolin-8-yl)amino)benzamide hydrochloride